CC1=C(NC=C1C1(CC1)C=1C=NC(=CC1)C(F)(F)F)C(=O)NC(C)C1=NNC(=C1)C 3-methyl-N-[1-(5-methyl-1H-pyrazole-3-yl)ethyl]-4-{1-[6-(trifluoromethyl)pyridin-3-yl]Cyclopropyl}-1H-pyrrole-2-carboxamide